BrC=1C=CC(=NC1)C(COC)O (5-bromo-2-pyridinyl)-2-methoxy-ethanol